OC1(C(CN(CC1)C(CCCCC1=NC=2NCCCC2C=C1)=O)OC)CC(=O)OCC Ethyl 2-(4-hydroxy-3-methoxy-1-(5-(5,6,7,8-tetrahydro-1,8-naphthyridin-2-yl)pentanoyl)piperidin-4-yl)acetate